O1COC2=C1C=CC(=C2)NC(\C=C\C2=C(C=CC=C2)OCC)=O (E)-N-(benzo[d][1,3]dioxol-5-yl)-3-(2-ethoxyphenyl)acrylamide